(2-(4-((6-cyano-1H-indol-3-yl)methyl)piperazin-1-yl)ethyl)carbamic acid tert-butyl ester C(C)(C)(C)OC(NCCN1CCN(CC1)CC1=CNC2=CC(=CC=C12)C#N)=O